1H-benzo[g]indazole N1N=CC2=CC=C3C(=C12)C=CC=C3